FC1=C(OCC2=NC=CC(=N2)O[C@@H]2C[C@@H](N(CC2)C(C)C2=NC3=C(N2C[C@H]2OCC2)C=C(C=C3)C(=O)O)C)C=CC(=C1)F 2-{1-[(2S,4S)-4-({2-[(2,4-difluorophenoxy)methyl]pyrimidin-4-yl}oxy)-2-methylpiperidin-1-yl]ethyl}-1-{[(2S)-oxetan-2-yl]methyl}-1H-1,3-benzodiazole-6-carboxylic acid